4-(3-(7-Methoxy-1-methyl-β-carbolin-9-yl)propyl)-1-(2-methoxyethyl)-1,2,3-triazole COC1=CC=C2C=3C=CN=C(C3N(C2=C1)CCCC=1N=NN(C1)CCOC)C